FC1=C2C=CNC(C2=CC(=C1)C#N)=O 5-fluoro-1-oxo-2H-isoquinoline-7-carbonitrile